OCC=1N=C(SC1)C1CCN(CC1)C(=O)[O-] 4-(4-(hydroxymethyl)thiazol-2-yl)piperidine-1-carboxylate